7-amino-6-iodo-N-((1R)-1-(2-pyrimidinyl)ethyl)-N-((6-(trifluoromethyl)-3-pyridazinyl)methyl)-1,8-naphthyridine-3-carboxamide NC1=C(C=C2C=C(C=NC2=N1)C(=O)N(CC=1N=NC(=CC1)C(F)(F)F)[C@H](C)C1=NC=CC=N1)I